N-(4-(((2-((tetrahydro-2H-pyran-4-yl)amino)-8-(thiazol-2-yl)pyrazolo[1,5-a][1,3,5]triazin-4-yl)amino)methyl)phenyl)propanamide O1CCC(CC1)NC1=NC=2N(C(=N1)NCC1=CC=C(C=C1)NC(CC)=O)N=CC2C=2SC=CN2